3-triacetoxysilyl-1-propyl thioacetate C(C)(=S)OCCC[Si](OC(C)=O)(OC(C)=O)OC(C)=O